C(C)(C)(C)OC(=O)N1[C@@H]([C@@H]2O[C@@H]2C1)C(=O)O (1S,2S,5R)-3-(tert-butyloxycarbonyl)-6-oxa-3-azabicyclo[3.1.0]hexane-2-carboxylic acid